(3S,4R)-3-amino-4-fluoropyrrolidine N[C@H]1CNC[C@H]1F